2-((1-(4-(5-(trifluoromethyl)pyridin-2-yl)piperazine-1-carbonyl)cyclopentyl)oxy)thiazole-5-carbonitrile FC(C=1C=CC(=NC1)N1CCN(CC1)C(=O)C1(CCCC1)OC=1SC(=CN1)C#N)(F)F